P(=O)(OC1=C2C(=CNC2=CC=C1)CCN(C)C)([O-])[O-] (3-(2-(dimethylamino)ethyl)-1H-indol-4-yl) phosphate